O=S1(CCC(=CC1)C=1[C@H](N(CC1)C(=O)OCC1C2=CC=CC=C2C=2C=CC=CC12)C1=C(C(=CC=C1)OC([2H])([2H])[2H])C)=O 9H-Fluoren-9-ylmethyl (2S)-3-(1,1-dioxo-3,6-dihydro-2H-thiopyran-4-yl)-2-[2-methyl-3-(trideuteriomethoxy)phenyl]-2,5-dihydropyrrole-1-carboxylate